ClC1=NC(=NC(=N1)N(CC=C)CC=C)NC1=CC=2C(=NN(N2)C2=C(C=CC=C2)O)C=C1 2-(5-((4-chloro-6-(diallylamino)-1,3,5-triazin-2-yl)amino)-2H-benzo[d][1,2,3]triazol-2-yl)phenol